O-butanoylcarnitine C(CCC)(=O)OC(C[N+](C)(C)C)CC([O-])=O